C1(=CC=CC=C1)S(=O)(=O)N1C=CC=2C1=NC=CC2C2=CC(=C(N2)C2=CC=C(C=C2)OC(F)(F)F)C(=O)OC Methyl 5-[1-(phenylsulfonyl)-1H-pyrrolo[2,3-b]pyridin-4-yl]-2-[4-(trifluoromethoxy)phenyl]-1H-pyrrole-3-carboxylate